COC(C1CCN(CC1)C1=CC(=NC=N1)C1=NN(C2=CN=C(C=C21)OC2(CC2)C)C(C2=CC=CC=C2)(C2=CC=CC=C2)C2=CC=CC=C2)OC 3-[6-[4-(dimethoxymethyl)-1-piperidinyl]pyrimidin-4-yl]-5-(1-methylcyclopropoxy)-1-trityl-pyrazolo[3,4-c]pyridine